FC1=C(C(=O)N2CCN(CC2)CC2=CC=C(C=C2)NC2C(NC(CC2)=O)=O)C=C(C=C1)CC1=NNC(C2=CC=CC=C12)=O 3-((4-((4-(2-fluoro-5-((4-oxo-3,4-dihydrophthalazin-1-yl)methyl)benzoyl)piperazin-1-yl)methyl)phenyl)amino)piperidine-2,6-dione